C(C)N1C=NC2=C1C=C(C(=C2F)C#CC2=NN(C(=C2C(=O)N)NCCN2CCOCC2)[C@@H]2CN([C@H](C2)COC)C(C=C)=O)F 3-[2-(1-ethyl-4,6-difluoro-1,3-benzodiazol-5-yl)ethynyl]-1-[(3S,5R)-5-(methoxymethyl)-1-(prop-2-enoyl)pyrrolidin-3-yl]-5-[[2-(morpholin-4-yl)ethyl]amino]pyrazole-4-carboxamide